CC1=CC=C(S1)C=1C(C(=CN2CC3OCCCN3C(C21)=O)C(=O)O)=O 7-(5-methylthiophen-2-yl)-6,8-dioxo-3,4,6,8,12,12a-hexahydro-2H-pyrido[1',2':4,5]Pyrazino[2,1-b][1,3]oxazine-9-carboxylic acid